C1=CC=CC=2C3=CC=CC=C3C(C12)COC(=O)N[C@H](C(=O)O)CC1=CN(C2=CC=C(C=C12)OC)CC(=O)OCC=C (S)-2-((((9H-fluoren-9-yl)methoxy)carbonyl)amino)-3-(1-(2-(allyloxy)-2-oxoethyl)-5-methoxy-1H-indol-3-yl)propanoic acid